N-(5-(1-chloro-3-cyclopropylpropyl)-2-fluorophenyl)-1-(3-cyanophenyl)-3-(trifluoromethyl)-1H-pyrazole-5-carboxamide ClC(CCC1CC1)C=1C=CC(=C(C1)NC(=O)C1=CC(=NN1C1=CC(=CC=C1)C#N)C(F)(F)F)F